BrCC1=NOC=C1C1CC1 3-(bromomethyl)-4-cyclopropylisoxazole